CC(C)CCC[C@@H](C)[C@H]1CC[C@H]2[C@@H]3[C@@H](C[C@@H]4C[C@@H](CC[C@]4(C)[C@H]3C[C@@H]([C@]12C)O)O)O 5β-cholestan-3α,7α,12α-triol